C(C)(C)(C)C1=CC=C(C=C1)N1C(=NC2=C1C1=CC(=CC=C1C=1C=CC(=CC12)C1=CC=NC=C1)C1=CC=NC=C1)C1=CC=C(C=C1)C(C)(C)C 1,2-Bis[4-(tert-butyl)phenyl]-5,10-di(pyridin-4-yl)-1H-phenanthro[9,10-d]imidazole